C(#N)C1=C(SC2=C1C(=NC=C2F)C=2C1=C(C=3C=NC(=NC3C2F)N2CC(C2)N2C[C@H](CC2)F)COC1)NC(OC(C)(C)C)=O tert-Butyl (3-cyano-7-fluoro-4-(5-fluoro-3-(3-((S)-3-fluoropyrrolidin-1-yl)azetidin-1-yl)-7,9-dihydrofuro[3,4-f]quinazolin-6-yl)thieno[3,2-c]pyridin-2-yl)carbamate